Tert-butyl 7-(5-(1-(2-ethoxy-2-oxoethyl)azetidin-3-ylamino)pentyl)-3,4-dihydro-1,8-naphthyridine-1(2H)-carboxylate C(C)OC(CN1CC(C1)NCCCCCC1=CC=C2CCCN(C2=N1)C(=O)OC(C)(C)C)=O